2-hydroxy-4-nonoxybenzophenone OC1=C(C(=O)C2=CC=CC=C2)C=CC(=C1)OCCCCCCCCC